CC1(OB(OC1(C)C)C1=CC=NN1C(F)(F)F)C 5-(4,4,5,5-tetramethyl-1,3,2-dioxaborolan-2-yl)-1-(trifluoromethyl)pyrazole